1-isobutyl-3-(6-methylpyridin-2-yl)-1H-indazole-6-carboxylic acid C(C(C)C)N1N=C(C2=CC=C(C=C12)C(=O)O)C1=NC(=CC=C1)C